Ethyl (E)-3-((3S,4S)-4-(nitromethyl)chroman-3-yl)acrylate [N+](=O)([O-])C[C@H]1[C@@H](COC2=CC=CC=C12)/C=C/C(=O)OCC